C1=CC=C(C=C1)NNN=NC2=CC=CC=C2 azoaniline